FC=1C=C(CN2C3=NC(=NC=C3N(C2=O)C)C=2C(=NC=CC2)C(C)C)C=CC1C=1N(C=C(N1)C(F)(F)F)C 9-(3-fluoro-4-(1-methyl-4-(trifluoromethyl)-1H-imidazol-2-yl)benzyl)-2-(2-isopropylpyridin-3-yl)-7-methyl-7,9-dihydro-8H-purin-8-one